2-amino-5-{2-[(1S)-1-cyclopropylethyl]-7-methyl-1-oxo-2,3-dihydro-1H-isoindol-5-yl}-N-[trans-3-hydroxy-3-methylcyclobutyl]pyrazolo[1,5-a]pyrimidine-3-carboxamide NC1=NN2C(N=C(C=C2)C=2C=C3CN(C(C3=C(C2)C)=O)[C@@H](C)C2CC2)=C1C(=O)NC1CC(C1)(C)O